CN1C(N(C2=NC=CC=C21)C=2C=CC(=NC2)N[C@@H]2C[C@H](CC2)NC(OC(C)(C)C)=O)=O tert-butyl ((1S,3S)-3-((5-(1-methyl-2-oxo-1,2-dihydro-3H-imidazo[4,5-b]pyridin-3-yl)pyridin-2-yl)amino)cyclopentyl)carbamate